OC(CCCCCCCCCCC(=O)[O-])CCCCCC.[Ca+2].OC(CCCCCCCCCCC(=O)[O-])CCCCCC Calcium 12-Hydroxystearat